nickel bis(ethyl 3,5-di-tert-butyl-4-hydroxybenzylphosphonate) C(C)C(C1=CC(=C(C(=C1)C(C)(C)C)O)C(C)(C)C)P([O-])([O-])=O.C(C)C(C1=CC(=C(C(=C1)C(C)(C)C)O)C(C)(C)C)P([O-])([O-])=O.[Ni+4]